CC=1C=C(C=C(C1F)C)O 3,5-dimethyl-4-fluorophenol